C(C(=C)C)(=O)OCOC(C(=C)C)=O Methylene dimethacrylate